3-(5-(4-(piperidin-4-ylmethyl)piperazin-1-yl)pyridin-2-yl)piperidine-2,6-dione N1CCC(CC1)CN1CCN(CC1)C=1C=CC(=NC1)C1C(NC(CC1)=O)=O